(9H-fluoren-9-yl)methyl (3-(2-aminoethylsulfonamido)propyl)((2-chloro-[1,1'-biphenyl]-4-yl)methyl)carbamate NCCS(=O)(=O)NCCCN(C(OCC1C2=CC=CC=C2C=2C=CC=CC12)=O)CC1=CC(=C(C=C1)C1=CC=CC=C1)Cl